(2R,3S)-2-(4-(cyclopentylamino)phenyl)-1-((2,5-dimethylphenyl)sulfonyl)-N-(4-methyl-3-(trifluoromethyl)phenyl)piperidine-3-carboxamide C1(CCCC1)NC1=CC=C(C=C1)[C@@H]1N(CCC[C@@H]1C(=O)NC1=CC(=C(C=C1)C)C(F)(F)F)S(=O)(=O)C1=C(C=CC(=C1)C)C